NC1=C2C(=NC=N1)N(N=C2C2=CC(=C(C=C2)NC(=O)NC2=CC(=NO2)CC)F)C2CC2 1-(4-(4-AMINO-1-CYCLOPROPYL-1H-PYRAZOLO[3,4-D]PYRIMIDIN-3-YL)-2-FLUOROPHENYL)-3-(3-ETHYLISOXAZOL-5-YL)UREA